FC1=C(C(=CC=C1)Cl)C1=CC(=C(N=N1)C(=O)N)NC1=CC=C(C=C1)C1COC1 6-(2-fluoro-6-chlorophenyl)-4-((4-(oxetan-3-yl)phenyl)amino)pyridazine-3-carboxamide